N-(5-(3-(2,2-dimethylpyrrolidin-1-yl)propanamido)-2-methylpyridin-3-yl)-2-(1-methyl-1H-indazol-4-yl)pyrazolo[5,1-b]thiazole-7-carboxamide CC1(N(CCC1)CCC(=O)NC=1C=C(C(=NC1)C)NC(=O)C=1C=NN2C1SC(=C2)C2=C1C=NN(C1=CC=C2)C)C